C[Si](C)(CCl)N[Si](C)(C)CCl 1,3-bis(chloromethyl)tetramethyldisilazane